4-(2-(N,N-bis(trimethylsilyl)amino)ethyl)styrene C[Si](N([Si](C)(C)C)CCC1=CC=C(C=C)C=C1)(C)C